BrC1=CC(=C(C(=C1)C)S(=O)(=O)N1CCN(C2=CC=CC(=C12)C)C)F 4-(4-bromo-2-fluoro-6-methylbenzenesulfonyl)-1,5-dimethyl-1,2,3,4-tetrahydroquinoxaline